Tert-butyl (S)-(5,8,11,14-tetraoxa-2-azahexadecan-16-yl)(3-(isoquinolin-6-ylamino)-3-oxo-2-phenylpropyl)carbamate CNCCOCCOCCOCCOCCN(C(OC(C)(C)C)=O)C[C@@H](C(=O)NC=1C=C2C=CN=CC2=CC1)C1=CC=CC=C1